Cl.Cl.COCC1=C(C(=C2C(=N1)CN(C2)C(=O)[C@H]2CNCC2)C)C [2-(methoxymethyl)-3,4-dimethyl-5,7-dihydropyrrolo[3,4-b]pyridin-6-yl]-[(3R)-pyrrolidin-3-yl]methanone dihydrochloride